C1(CC1)C1=CC(=NN1)NC1=NC(=NC2=CC=C(C=C12)I)C(=O)N1CC(N(CC1)C(=O)O)C 4-(4-((5-cyclopropyl-1H-pyrazol-3-yl)amino)-6-iodoquinazoline-2-carbonyl)-2-methylpiperazine-1-carboxylic acid